FC(OC=1C=C(C=NC1)C1=NN(C=2C1=NC=C(C2)C(=O)N[C@@H]2[C@@H](CCC2)O)C(C)C)F 3-(5-(difluoromethoxy)pyridin-3-yl)-N-((1S,2R)-2-hydroxycyclopentyl)-1-isopropyl-1H-pyrazolo[4,3-b]pyridine-6-carboxamide